5-((4-(2,3-dichloropyridin-4-yl)piperidin-1-yl)methyl)-2-(2,6-dioxopiperidin-3-yl)isoindoline-1,3-dione ClC1=NC=CC(=C1Cl)C1CCN(CC1)CC=1C=C2C(N(C(C2=CC1)=O)C1C(NC(CC1)=O)=O)=O